BrC1=C(C=CC=C1)COCCC#C 1-Bromo-2-((but-3-yn-1-yloxy)methyl)benzene